(S)-ethyl 2-amino-4-phenylbutyrate hydrochloride Cl.N[C@H](C(=O)OCC)CCC1=CC=CC=C1